tert-butyl 6-(8-(benzo[d]thiazol-2-ylcarbamoyl)-3,4-dihydroisoquinolin-2(1H)-yl)-3-(2-methyl-3-((6-oxohexyl)oxy)phenyl)picolinate S1C(=NC2=C1C=CC=C2)NC(=O)C=2C=CC=C1CCN(CC21)C2=CC=C(C(=N2)C(=O)OC(C)(C)C)C2=C(C(=CC=C2)OCCCCCC=O)C